OC1=CC=C(C=C1)CC(C)=C1CC=C(C=C1)N1C(=O)C2(C3(C=CC(C2C1=O)C3)C)CC=C N-{4-(4-hydroxyphenylisopropylidene)phenyl}-allyl-(methyl)bicyclo[2.2.1]hept-5-ene-2,3-dicarboximide